C(C)(C)(C)N1N=NC(=C1)C(=O)NC1=C(C=C(C(=C1)C=1C=C(C=2N(C1)C=CN2)N2CCOCC2)C)F 1-tert-Butyl-N-{2-fluoro-4-methyl-5-[8-(morpholin-4-yl)imidazo[1,2-a]pyridin-6-yl]phenyl}-1,2,3-triazole-4-carboxamide